methyl-β-phenylethanamine CC(CC1=CC=CC=C1)N